1-[5-[5-[(1R)-1-(3,5-dichloro-4-pyridinyl)ethoxy]-1-tetrahydropyran-2-yl-indazol-3-yl]-3-fluoro-2-pyridinyl]-N-isobutyl-3-methyl-azetidin-3-amine ClC=1C=NC=C(C1[C@@H](C)OC=1C=C2C(=NN(C2=CC1)C1OCCCC1)C=1C=C(C(=NC1)N1CC(C1)(NCC(C)C)C)F)Cl